CC1=NC(=NC=C1C(=O)N1CCCCC1)N1C(C2=C(CC1)NC=N2)C2=NN1C(C(=CC=C1)C)=C2 [4-methyl-2-[4-(4-methylpyrazolo[1,5-a]pyridin-2-yl)-1,4,6,7-tetrahydroimidazo[4,5-c]pyridin-5-yl]pyrimidin-5-yl]-(1-piperidyl)methanone